COC=1C=C2C=CC(=CC2=CC1)C(CCC(=O)O)=O 4-(6-Methoxynaphthalen-2-yl)-4-oxobutanoic acid